C1(=CC=C(C=C1)CNC(=O)[C@H]1[C@H](C2=CC=CC=C2CC1)NC(OC(C)(C)C)=O)CNC(=O)[C@H]1[C@H](C2=CC=CC=C2CC1)NC(OC(C)(C)C)=O di-tert-butyl ((1R,1'R,2R,2'R)-(((1,4-phenylenebis(methylene))bis(azanediyl))bis(carbonyl))bis(1,2,3,4-tetrahydronaphthalene-2,1-diyl))dicarbamate